ClC=1C(=NC(=NC1)N1C[C@@H]([C@H](CC1)NC1=CC2=C(N(C=N2)C2C(NC(CC2)=O)=O)C=C1)F)NC=1C=C2C=C(C(N(C2=CC1)C)=O)OCC(=O)NC 2-[[6-[[5-chloro-2-[(3S,4S)-4-[[1-(2,6-dioxo-3-piperidyl)benzimidazol-5-yl]amino]-3-fluoro-1-piperidyl]pyrimidin-4-yl]amino]-1-methyl-2-oxo-3-quinolyl]oxy]-N-methyl-acetamide